1-[5-[bis[(4-methoxyphenyl)methyl]amino]-2-(2-methoxy-4-pyridyl)oxazol-4-yl]-2-bromo-pentane-1,3-dione COC1=CC=C(C=C1)CN(C1=C(N=C(O1)C1=CC(=NC=C1)OC)C(C(C(CC)=O)Br)=O)CC1=CC=C(C=C1)OC